diisopropylmethyl-(isopropoxy)silane C(C)(C)[Si](OC(C)C)(C)C(C)C